FC1=C(C=C(C=C1)O)C1=CN=NC(=C1)OC 4-fluoro-3-(6-methoxypyridazin-4-yl)phenol